tert-Butyl (S)-4-((2-(3-acetamido-4-(methoxycarbonyl)phenyl)-4-(2,2-difluoroethyl)piperazin-1-yl)methyl)-5-methoxy-7-methyl-1H-indole-1-carboxylate C(C)(=O)NC=1C=C(C=CC1C(=O)OC)[C@@H]1N(CCN(C1)CC(F)F)CC1=C2C=CN(C2=C(C=C1OC)C)C(=O)OC(C)(C)C